C(C)(C)(C)[Si](OC1CCC2(CC(C2)OCOCC[Si](C)(C)C)CC1)(C)C tert-butyl-dimethyl-[2-(2-trimethylsilylethoxymethoxy)spiro[3.5]nonan-7-yl]oxy-silane